N1(C=NC=C1)C(=O)OC1CC(CC1)C=1C=C2C(=NC1)N(C(=C2)C=2N(N=CC2)C)S(=O)(=O)C2=CC=C(C=C2)C [3-[2-(2-methylpyrazol-3-yl)-1-(p-tolylsulfonyl) pyrrolo[2,3-b]pyridin-5-yl] cyclopentyl] imidazole-1-carboxylate